BrC=1C=C(\C=C\2/OC(C3=CC=CC=C23)=O)C=CC1F (Z)-3-(3-bromo-4-fluorobenzylidene)-isobenzofuran-1(3H)-one